Cl[C@@]12[C@]3(C=CC(C=C3CC[C@H]1[C@@H]1C[C@H]([C@](C(CO)=O)([C@]1(C[C@@H]2O)C)O)O)=O)C (9α,11β,16α)-9-chloro-11,16,17,21-tetrahydroxy-pregna-1,4-diene-3,20-dione